CN1N=CC(=N1)CN (2-methyltriazol-4-yl)methanamine